2-(4,6-dichloro-3-quinolyl)oxazole ClC1=C(C=NC2=CC=C(C=C12)Cl)C=1OC=CN1